C(CC)[Si](OCCCCC)(OCCCCC)OCCCCC propyltripentoxysilane